N-(4-(4-Amino-7-(2,2,2-trifluoroethyl)-7H-pyrrolo[2,3-d]pyrimidin-5-yl)phenyl)-2-(4-Chlorophenyl)-6-cyclopropyl-3-oxo-2,3-dihydropyridazine-4-carboxamide NC=1C2=C(N=CN1)N(C=C2C2=CC=C(C=C2)NC(=O)C=2C(N(N=C(C2)C2CC2)C2=CC=C(C=C2)Cl)=O)CC(F)(F)F